N,N-dimethyl-3,5-dimethylpiperidinium hydroxide [OH-].C[N+]1(CC(CC(C1)C)C)C